3-(3-Cyano-4-fluorophenyl)-1-(8-fluoro-6-oxo-1,2,3,4,5,6-hexahydrobenzo[c][1,7]naphthyridin-1-yl)-1-methylurea C(#N)C=1C=C(C=CC1F)NC(N(C)C1C=2C3=C(C(NC2CNC1)=O)C=C(C=C3)F)=O